7-(hydroxymethyl)-9-(1-methyl-3-(trifluoromethyl)-1H-pyrazol-4-yl)-4-((4-methylpyridin-2-yl)methyl)-3,4-dihydrobenzo[f][1,4]oxazepin-5(2H)-one OCC=1C=C(C2=C(C(N(CCO2)CC2=NC=CC(=C2)C)=O)C1)C=1C(=NN(C1)C)C(F)(F)F